ClC=1C=C(C2=C(N1)N(N=C2C)C)NCC2=CC(=CC=C2)C(F)(F)F 6-chloro-1,3-dimethyl-N-[[3-(trifluoromethyl)phenyl]methyl]pyrazolo[3,4-b]pyridin-4-amine